N-(6-amino-5-cyclopropyl-3-pyridyl)-2-[(2R,5S)-2-[2-(2-methoxyethyl)-1,3-benzothiazol-5-yl]-5-methyl-1-piperidyl]-2-oxo-acetamide NC1=C(C=C(C=N1)NC(C(=O)N1[C@H](CC[C@@H](C1)C)C=1C=CC2=C(N=C(S2)CCOC)C1)=O)C1CC1